gamma-(N,N-diethyl)aminopropyltriethoxysilane C(C)N(CC)CCC[Si](OCC)(OCC)OCC